C(#C)C12CCC(CC1)(CC2)NC(OC(C)(C)C)=O t-butyl (4-ethynylbicyclo[2.2.2]octan-1-yl)carbamate